FC1=C(C=CC(=C1)OC)C1=C(C=C2CNC(C2=C1)=O)OCC1=NN(C=C1)C 6-(2-fluoro-4-methoxyphenyl)-5-((1-methyl-1H-pyrazol-3-yl)methoxy)isoindolin-1-one